COC=1C=C2C(=NC(=NC2=C2C1OC(=C2)C)C)OS(=O)(=O)C2=C(C=C(C=C2C(C)C)C(C)C)C(C)C.NC=2C(=NC(=C(N2)C2=CC=C(C=C2)F)Cl)C(=O)NCC2=NC=CC=C2OC(F)F amino-6-chloro-N-((3-(difluoromethoxy)pyridin-2-yl)methyl)-5-(4-fluorophenyl)pyrazine-2-carboxamide 6-methoxy-2,8-dimethylfuro[2,3-h]quinazolin-4-yl-2,4,6-triisopropylbenzenesulfonate